1-(3-((3-(4-fluorobenzyl)-4-methyl-2-oxo-2H-chromen-7-yl)oxy)-2-hydroxypropyl)piperidine-4-carboxamide FC1=CC=C(CC=2C(OC3=CC(=CC=C3C2C)OCC(CN2CCC(CC2)C(=O)N)O)=O)C=C1